norbornadiene rhodium chloride [Rh](Cl)(Cl)Cl.C12=CC=C(CC1)C2